N1=CC=CC=C1C=O Pyridine-6-Formaldehyde